C(C(C)C)SSCC(C)C 1-(isobutyl-disulfanyl)-2-methylpropane